C(C)C(CN1N=NC(=C1)C(=O)NCC=1SC(=NN1)C1=CC=CC=C1)CC 1-(2-ethylbutyl)-N-((5-phenyl-1,3,4-thiadiazol-2-yl)methyl)-1H-1,2,3-triazole-4-carboxamide